4-fluorobutyl-trimethoxysilane FCCCC[Si](OC)(OC)OC